OC=1C=C(C=2C=CC3=C(C=C(C=4C=CC1C2C43)S(=O)(=O)[O-])S(=O)(=O)[O-])S(=O)(=O)[O-].[Na+].[Na+].[Na+].C(C)(C)(C)N4N=C(C(=C4C4=CC=C(C=C4)F)C4=CC=NC=C4)CC(=O)N4CCN(CC4)C 2-[1-tert-butyl-5-(4-fluorophenyl)-4-(pyridin-4-yl)-1H-pyrazol-3-yl]-1-(4-methylpiperazin-1-yl)ethan-1-one trisodium 8-hydroxypyrene-1,3,6-trisulphonate